CN1CCC(CC1)CCN1C(CNCC1)C(=O)[O-] 1-[2-(1-methylpiperidin-4-yl)ethyl]piperazine-2-carboxylate